Cl.N1C(=CC2=CC=CC=C12)C(=O)N Indole-2-carboxamide hydrochloride